2-[[4-[[(3,4-Dimethoxyphenyl)methyl]amino]-6-(1-piperazinyl)-2-pyrimidinyl]amino]-4-methyl-5-thiazolecarboxylic acid ethyl ester trifluoroacetate salt FC(C(=O)O)(F)F.C(C)OC(=O)C1=C(N=C(S1)NC1=NC(=CC(=N1)NCC1=CC(=C(C=C1)OC)OC)N1CCNCC1)C